P(=O)(O)(O)O.FC=1C=C2C(=CC(OC2=C(C1O)F)=O)C 6,8-difluoro-4-methyl-7-hydroxycoumarin phosphate